(3-chloro-5,6-difluoro-4-(3-(trifluoromethyl)piperazin-1-yl)-9H-pyrido[2,3-b]Indol-8-yl)(methyl)carbamic acid tert-butyl ester C(C)(C)(C)OC(N(C)C=1C=C(C(=C2C3=C(NC12)N=CC(=C3N3CC(NCC3)C(F)(F)F)Cl)F)F)=O